C[Si](O[Si](CCCN)(C)C)(C)C 1,1,1,3,3-pentamethyl-3-(aminopropyl)-disiloxane